BrC=1C(=C(OCCC[C@H]2CNCC2)C=CC1)C (3R)-3-[3-(3-Bromo-2-methyl-phenoxy)propyl]pyrrolidine